BrC1=C(C(=CC(=C1)C)N1C2=CC=CC=C2C=2C=CC=CC12)OCOC 1-bromo-3-(9H-carbazol-9-yl)-2-(methoxymethoxy)-5-methylbenzene